FC([C@@H]1CCC2=NN=C(N21)C2=CC=CC(=N2)N)(F)F (S)-6-(5-(trifluoromethyl)-6,7-dihydro-5H-pyrrolo[2,1-c][1,2,4]triazol-3-yl)pyridin-2-amine